O=C1NC(C2CCCCC12)=O octahydro-1,3-dioxo-1H-isoindole